2-amino-5-anilino-[1,4]benzoquinone-4-phenylimine C1(=CC=CC=C1)N=C1C=C(C(C=C1NC1=CC=CC=C1)=O)N